2,5-dioxopyrrolidin-1-yl 4-(4-(1-((4-azidobutanoyl)oxy)ethyl)-2-methoxy-5-nitrophenoxy)butanoate N(=[N+]=[N-])CCCC(=O)OC(C)C1=CC(=C(OCCCC(=O)ON2C(CCC2=O)=O)C=C1[N+](=O)[O-])OC